O[C@](CCC=1C(C(=C(C(C1C)=O)C)C)=O)(CC\C=C(\CC\C=C(\CCC=C(C)C)/C)/C)C 2-((S,6E,10E)-3-hydroxy-3,7,11,15-tetramethylhexadeca-6,10,14-trien-1-yl)-3,5,6-trimethylcyclohexa-2,5-diene-1,4-dione